ethyl 2-[7-oxo-2-(prop-1-en-1-yl)-4-(propan-2-yl)-6H,7H-thieno[2,3-d]pyridazin-6-yl]acetate O=C1N(N=C(C2=C1SC(=C2)C=CC)C(C)C)CC(=O)OCC